5-bromo-3-((2-(5-fluoro-2-(1-methyl-4-((1-Methyl-1H-pyrazol-4-yl)methyl)-1H-pyrazol-3-yl)phenyl)propan-2-yl)oxy)-2-nitropyridine BrC=1C=C(C(=NC1)[N+](=O)[O-])OC(C)(C)C1=C(C=CC(=C1)F)C1=NN(C=C1CC=1C=NN(C1)C)C